FC(C1=CC=C2C(=CC=NC2=C1)O[C@@H]1CN(CC1)CC(=O)N1[C@@H](CCC1)C#N)(F)F (S)-1-(2-((S)-3-((7-(Trifluoromethyl)chinolin-4-yl)oxy)pyrrolidin-1-yl)acetyl)pyrrolidin-2-carbonitril